C(C1=CC=CC=C1)OC1=C(N=C(C(=N1)N)Br)Br (benzyloxy)-3,5-dibromopyrazin-2-amine